NC1=NOC2=C1C(=CC=C2)C2=CC(=C(C=C2)NC(=O)NC2=CC(=CC=C2)OC(F)(F)F)F 1-(4-(3-Aminobenzo[d]isoxazol-4-yl)-2-fluorophenyl)-3-(3-(trifluoromethoxy)phenyl)urea